6-(6-(methyl-(piperidin-4-yl)amino)-1,2,4-triazin-3-yl)isoquinolin-7-ol CN(C1=CN=C(N=N1)C=1C=C2C=CN=CC2=CC1O)C1CCNCC1